1-benzyl-5-(tert-butyloxycarbonyl)octahydropyrrolopyrrole-2-carboxylic acid C(C1=CC=CC=C1)N1C(CC2C1CC(N2)C(=O)OC(C)(C)C)C(=O)O